6-trifluoromethyl-1-methylquinoxalin-2(1H)-one FC(C=1C=C2N=CC(N(C2=CC1)C)=O)(F)F